C(C=C)(=O)O.O(C1=CC=CC=C1)C(CO)OCCOCCOCCOCCO 2-phenoxypentaethylene glycol acrylate